2-(trifluoromethoxy)-N-(1-(4-(trifluoromethyl)benzyl)-1H-indazol-3-yl)benzamide FC(OC1=C(C(=O)NC2=NN(C3=CC=CC=C23)CC2=CC=C(C=C2)C(F)(F)F)C=CC=C1)(F)F